Cl.COC=1C=CC=2C[C@H]3[C@H]4CCCC[C@]4(C2C1)CCN3 (9S,13S,14S)-3-methoxymorphinan hydrochloride salt